2-methoxy-4-(4-methyl-2,5-dioxoimidazolidin-4-yl)benzonitrile COC1=C(C#N)C=CC(=C1)C1(NC(NC1=O)=O)C